methyl (1R,3S,4aR,4bS,6R,8aR,10aR)-3-acetoxy-6-(2-methoxypyridin-4-yl)-10a-methyl-4,8-dioxotetradecahydrophenanthrene-1-carboxylate C(C)(=O)O[C@H]1C[C@H]([C@@]2(CC[C@H]3C(C[C@@H](C[C@@H]3[C@H]2C1=O)C1=CC(=NC=C1)OC)=O)C)C(=O)OC